C(#N)C1=CC=2N(N=C1)C(=CC2)C2=CC(=C(C=N2)C2=NN=C(S2)N2C[C@H](CCC2)NC(C)=O)NC(C)C (S)-N-(1-(5-(6-(3-cyanopyrrolo[1,2-b]pyridazin-7-yl)-4-(isopropylamino)pyridin-3-yl)-1,3,4-thiadiazol-2-yl)piperidin-3-yl)acetamide